1-(4-(1-(4-bromophenyl)-cyclopentyl)thiazol-2-yl)-3-(4-(piperazin-1-yl)benzyl)urea BrC1=CC=C(C=C1)C1(CCCC1)C=1N=C(SC1)NC(=O)NCC1=CC=C(C=C1)N1CCNCC1